methyl 4-(benzyloxy)-3-bromo-6-hydroxy-2,5-dimethylbenzoate C(C1=CC=CC=C1)OC1=C(C(=C(C(=O)OC)C(=C1C)O)C)Br